benzyl (3S,7R)-3-(((benzyloxy)carbonyl)amino)-7-(((tert-butyldimethylsilyl)oxy) methyl)-2,3,4,7-tetrahydro-1H-azepine-1-carboxylate C(C1=CC=CC=C1)OC(=O)N[C@@H]1CN([C@H](C=CC1)CO[Si](C)(C)C(C)(C)C)C(=O)OCC1=CC=CC=C1